N-glycidyl-N-(2-(diethoxyphosphono)ethyl)-N-dodecyl-N-benzyl-ammonium chloride [Cl-].C(C1CO1)[N+](CC1=CC=CC=C1)(CCCCCCCCCCCC)CCP(=O)(OOCC)OOCC